N[C@@H]1CNCC[C@@H]1F (3R,4S)-3-amino-4-fluoropiperidine